3,4-dihydro-2H-quinoline-1-carbothioic acid amide N1(CCCC2=CC=CC=C12)C(N)=S